3-chloro-N-{(1S)-1-[1-(5-cyanopyridin-2-yl)-3-methyl-1H-1,2,4-triazol-5-yl]ethyl}-5-[(trifluoromethyl)sulfonyl]-benzamide ClC=1C=C(C(=O)N[C@@H](C)C2=NC(=NN2C2=NC=C(C=C2)C#N)C)C=C(C1)S(=O)(=O)C(F)(F)F